3-(4-Ethyl-3-(imidazo[4,5-d]pyrrolo[2,3-b]pyridin-1(6H)-yl)imidazolin-1-yl)-3-oxopropanenitrile C(C)C1N(CN(C1)C(CC#N)=O)N1C=NC=2C1=C1C(=NC2)NC=C1